3-methyl-1,2,5,6-tetrahydropyridine-2-carboxylic acid CC=1C(NCCC1)C(=O)O